CCCCCCCCNN diazadecane